BrC1=C(C=C(N)C=C1)F 4-bromo-3-fluoroaniline